5-(2-((3,4-dichlorophenyl)amino)pyridine-4-yl)-1H-indazol-3-amine ClC=1C=C(C=CC1Cl)NC1=NC=CC(=C1)C=1C=C2C(=NNC2=CC1)N